methyl 4-amino-2-oxo-1-phenyl-7-(2,2,2-trifluoroethoxy)-1,2-dihydroquinoline-3-carboxylate NC1=C(C(N(C2=CC(=CC=C12)OCC(F)(F)F)C1=CC=CC=C1)=O)C(=O)OC